5-methyl-5-phenyl-2,4-imidazolinedione CC1(C(NC(N1)=O)=O)C1=CC=CC=C1